O(C1=CC=CC=C1)C(=O)NC1(CN(C1)C(=O)OC(C)(C)C)C(F)(F)F tert-butyl 3-((phenoxycarbonyl)amino)-3-(trifluoromethyl)azetidine-1-carboxylate